(R)-6-chloro-3-((1-(2-(4-fluorophenyl)-3,6-dimethyl-4-oxo-3,4-dihydroquinazolin-8-yl)ethyl)amino)picolinic acid ClC1=CC=C(C(=N1)C(=O)O)N[C@H](C)C=1C=C(C=C2C(N(C(=NC12)C1=CC=C(C=C1)F)C)=O)C